N-isopropyl-3-(3-methoxyphenyl)-2-methylpropan-1-imine oxide C(C)(C)[N+](=CC(CC1=CC(=CC=C1)OC)C)[O-]